6-(1-(1-(4-(2-methoxypyrimidin-4-yl)phenyl)ethyl)-4-(propan-1-yn-1-yl)-1H-indazole-7-carboxamido)spiro[3.3]heptane-2-carboxylic acid methyl ester COC(=O)C1CC2(C1)CC(C2)NC(=O)C=2C=CC(=C1C=NN(C21)C(C)C2=CC=C(C=C2)C2=NC(=NC=C2)OC)C#CC